N1=CN=C(C=C1)C=1C=NC=NC1 4,5'-bipyrimidin